C(C)(C)C1=C(NC2=CC=C(C=C12)C1CCNCC1)C1=C(C(=NC=C1)C)N 4-(3-isopropyl-5-(piperidin-4-yl)-1H-indol-2-yl)-2-methylpyridin-3-amine